[Fe].[Co](O)O cobaltous hydroxide iron